6-(benzyl-(methyl)amino)-3-isopropylpyrimidine-2,4(1H,3H)-dione C(C1=CC=CC=C1)N(C1=CC(N(C(N1)=O)C(C)C)=O)C